BrC1=CC=C(C2=CC=CC=C12)CC 1-Bromo-4-ethylnaphthalene